tert-butyl (2S,3R)-3-(3-benzyloxy-2-fluorophenyl)-3-cyclopropyl-2-methyl-propanoate C(C1=CC=CC=C1)OC=1C(=C(C=CC1)[C@@H]([C@@H](C(=O)OC(C)(C)C)C)C1CC1)F